5-(5-((1R,4R,7R)-7-amino-2-azabicyclo[2.2.1]heptane-2-carbonyl)-7-fluoro-1-methyl-1H-benzo[d]imidazol-2-yl)-3-ethyl-1H-pyrrolo[1,2,3-de]quinoxalin-2(3H)-one N[C@H]1[C@@H]2N(C[C@H]1CC2)C(=O)C2=CC1=C(N(C(=N1)C1=CC=3C=4N1C(C(NC4C=CC3)=O)CC)C)C(=C2)F